NC=1C=CC=C2C(=NN(C12)C1CN(C1)C(C=C)=O)C1=CC=C(C=C1)C(F)(F)F 1-[3-[7-amino-3-[4-(trifluoromethyl)phenyl]indazol-1-yl]azetidin-1-yl]prop-2-en-1-one